tert-butyl 4-(1-hydroxyethyl)indoline-1-carboxylate OC(C)C1=C2CCN(C2=CC=C1)C(=O)OC(C)(C)C